C(CCCCCCC\C=C/CCCCCCCC)N(CCO)CCCCCCCC\C=C/C\C=C/CCCCC 2-(((Z)-octadec-9-en-1-yl)((9Z,12Z)-octadeca-9,12-dien-1-yl)amino)ethan-1-ol